C(C)(C)(C)OC(=O)N([C@H](C)C(=O)OCC1=CC=CC=C1)C benzyl N-(tert-butoxycarbonyl)-N-methyl-D-alaninate